N'-(4-(4-butyl-1H-1,2,3-triazol-1-yl)benzoyl)-2-methylbenzohydrazide C(CCC)C=1N=NN(C1)C1=CC=C(C(=O)NNC(C2=C(C=CC=C2)C)=O)C=C1